(S)-2-((tert-butyldimethylsilyl)oxy)propionaldehyde [Si](C)(C)(C(C)(C)C)O[C@H](C=O)C